C(CCCCC(C)C)OC(C1=CC=C(C=C1)N(C)C)=O 4-(N,N-dimethylamino)benzoic acid isooctyl ester